O=C1N(C=NC2=CC=CC=C12)C=1C=NC=CC1 4-oxo-3-(pyridin-3-yl)-3,4-dihydroquinazolin